C(C)OC(\C=C\C1N(CCNC1)S(=O)(=O)C)=O (E)-3-(1-methanesulfonylpiperazin-2-yl)prop-2-enoic acid ethyl ester